2,5,7-naphthalenetricarboxylic acid C1=C(C=CC=2C(=CC(=CC12)C(=O)O)C(=O)O)C(=O)O